ClC1=C(C(=CC=C1)N1CCN(CC1)C(C)C)NC(=O)N1CCC(CC1)(C1=NOC(=N1)[C@@H]1[C@@H](C1)C)C N-{2-chloro-6-[4-(Propan-2-yl)piperazin-1-yl]phenyl}-4-methyl-4-{5-[(1S,2R)-2-methylcyclopropyl]-1,2,4-oxadiazole-3-yl}piperidin-1-carboxamide